C1(=CC=CC=C1)NC(CC[Si](OC)(OC)OC)CCN N-Phenyl-3-aminoethyl-3-aminopropyl-trimethoxysilan